NC1=CC(=C2CCN(C(C2=C1)=O)CC(CN1CC2=CC=CC=C2CC1)O)C 7-amino-2-(3-(3,4-dihydroisoquinolin-2(1H)-yl)-2-hydroxypropyl)-5-methyl-3,4-diHydroisoquinolin-1(2H)-one